NC1=C(SC2=NC(=CC(=C21)C)C)C(=O)NCC2=CC1=C(OCO1)C=C2 3-amino-N-(1,3-benzodioxol-5-ylmethyl)-4,6-dimethylthieno[5,4-b]pyridine-2-carboxamide